2-fluoro-4-((1R,2R)-1-hydroxy-1-(4-(trifluoromethoxy)phenyl)pentan-2-yl)benzoic acid tert-butyl ester C(C)(C)(C)OC(C1=C(C=C(C=C1)[C@H]([C@H](C1=CC=C(C=C1)OC(F)(F)F)O)CCC)F)=O